4,4-difluoro-5-methyl-piperidin-3-amine FC1(C(CNCC1C)N)F